C1OCCC12CCC(CC2)N2CCCCC2 (2-oxaspiro[4.5]decan-8-yl)piperidine